The molecule is a hydroxyacyl-CoA that results from the formal condensation of the thiol group of coenzyme A with the carboxy group of 2-hydroxyglutaric acid. It derives from a glutaryl-CoA and a 2-hydroxyglutaric acid. It is a conjugate acid of a 2-hydroxyglutaryl-CoA(5-). CC(C)(COP(=O)(O)OP(=O)(O)OC[C@@H]1[C@H]([C@H]([C@@H](O1)N2C=NC3=C(N=CN=C32)N)O)OP(=O)(O)O)[C@H](C(=O)NCCC(=O)NCCSC(=O)C(CCC(=O)O)O)O